C(C1=CC=CC=C1)(=O)C=1C(N(C2=CC=CC=C2C1O)C)=O 3-benzoyl-4-hydroxy-1-methylquinolin-2(1H)-one